(R)-methyl 6-(1-(3-(1H-1,2,3-triazol-1-yl)propanoyl)piperidin-3-yl)-7-fluoro-4-(4-methoxypyridin-3-yl)-1H-indole-2-carboxylate N1(N=NC=C1)CCC(=O)N1C[C@H](CCC1)C1=CC(=C2C=C(NC2=C1F)C(=O)OC)C=1C=NC=CC1OC